CN1N=C(C2=CC=C(C=C12)[C@H]1CNCC1)N1C(NC(CC1)=O)=O (S)-1-(1-methyl-6-(pyrrolidin-3-yl)-1H-indazol-3-yl)dihydropyrimidine-2,4(1H,3H)-dione